ClC=1C=C(C=CC1C=1C(=NC=CC1)C1(CC1)C#N)[C@H](CO)NC(=O)NC=1SC(=NN1)C#C (R)-1-(1-(3-chloro-4-(2-(1-cyanocyclopropyl)pyridin-3-yl)phenyl)-2-hydroxy-ethyl)-3-(5-ethynyl-1,3,4-thiadiazol-2-yl)urea